O1OCC12CCC1(CCCC1)CC2 dioxadispiro[3.2.47.24]tridecane